4-[(2',4'-dichloro-4-{[(1-methylpyrrolidin-3-yl)oxy]carbonyl}-[1,1'-biphenyl]-3-yl)carbamoyl]-6-hydroxybenzene-1,3-dicarboxylic acid ClC1=C(C=CC(=C1)Cl)C1=CC(=C(C=C1)C(=O)OC1CN(CC1)C)NC(=O)C1=C(C=C(C(=C1)O)C(=O)O)C(=O)O